4,5-bis(naphth-2-yl)fluorene C1=C(C=CC2=CC=CC=C12)C1=CC=CC=2CC3=CC=CC(=C3C12)C1=CC2=CC=CC=C2C=C1